methacryloxy(2-hydroxy)propyltrimethyl-ammonium chloride [Cl-].C(C(=C)C)(=O)OC[N+](C)(C)CC(C)O